CC1=C(C2=C(N=CN=C2NC2(CC2)C)O1)C(=O)NC=1OC=C(N1)C 6-methyl-N-(4-methyl-1,3-oxazol-2-yl)-4-[(1-methylcyclopropyl)amino]furo[2,3-d]pyrimidine-5-carboxamide